[Cl-].C[N+](CC=C)(CC=C)C N,N-dimethyl-N,N-diallyl-ammonium chloride